ethylene glycol diarachidate C(CCCCCCCCCCCCCCCCCCC)(=O)OCCOC(CCCCCCCCCCCCCCCCCCC)=O